C(C)(C)(C)OC(=O)NCCCN(CCCCCCCC(=O)OC(CCCCCCCC)CCCCCCC)CCCCCC(OCCCCCCCCCCC)=O heptylnonyl 8-[3-(tert-butoxycarbonylamino)propyl-(6-oxo-6-undecoxy-hexyl)amino]octanoate